CNC1=NC(=NC(=C1)C)NC1=CC2=C(OCO2)C(=C1)C=1CCCNCC1 N4,6-dimethyl-N2-[7-(2,3,4,7-tetrahydro-1H-azepin-5-yl)-1,3-benzodioxol-5-yl]pyrimidine-2,4-diamine